FC(C(=O)O)(F)F.C(C)OC1=CC(=C(C=C1OC)NC(=O)C=1OC2=CC=CC=C2C(C1)=O)C(NC1=CC=C(C=C1)CCNC)=O N-(4-Ethoxy-5-methoxy-2-((4-(2-(methylamino)ethyl)phenyl)carbamoyl)phenyl)-4-oxo-4H-chromene-2-carboxamide trifluoroacetate salt